(7-((5-chloro-6-methoxypyridin-2-yl)oxy)-2-azaspiro[3.5]Non-2-yl)((1s,3s)-3-hydroxy-3-methylcyclobutyl)methanone ClC=1C=CC(=NC1OC)OC1CCC2(CN(C2)C(=O)C2CC(C2)(C)O)CC1